(±)-2-(1-Methylpiperidin-2-yl)-N-((2-(2,2,2-trifluoroethoxy)pyridin-4-yl)methyl)acetamide CN1[C@H](CCCC1)CC(=O)NCC1=CC(=NC=C1)OCC(F)(F)F |r|